N=1C=NN2C1C=C(C=C2)C2=CNC=1N=C(N=C(C12)OC)NC1CC(C1)(C)N1C(CCC1)=O 1-((1s,3s)-3-((5-([1,2,4]triazolo[1,5-a]pyridin-7-yl)-4-methoxy-7H-pyrrolo[2,3-d]pyrimidin-2-yl)amino)-1-methylcyclobutyl)pyrrolidin-2-one